COC(=O)C=1C(=CC=CC1)C1=CC=C(C=C1)CBr 4'-bromomethyl-biphenyl-2-carboxylic acid methyl ester